FC1=C(C(=CC2=CC=C(C=C12)OCCNCC(F)(F)F)O)N1CC(NS1(=O)=O)=O 5-(1-fluoro-3-hydroxy-7-{2-[(2,2,2-trifluoroethyl)amino]ethoxy}naphthalen-2-yl)-1λ6,2,5-thiadiazolidine-1,1,3-trione